FC(C(C(F)(F)F)OC(C(F)(F)F)C(F)(F)F)(F)F hexafluoroisopropyl oxide